tri(2-dimethylaminoethyl)amine CN(CCN(CCN(C)C)CCN(C)C)C